C(OCCCCCCCCCCCCCCCCC1=CC=C2C3=C1O[C@@H]1[C@]34CCN(C([C@@]4(CCC1=O)O)C2)CC2CC2)([O-])=O (4aS,7aR,12bS)-3-(cyclopropylmethyl)-4a-hydroxy-7-oxo-2,3,4,4a,5,6,7,7a-octahydro-1H-4,12-methanobenzofuro[3,2-e]isoquinolin-9-ylhexadecyl carbonate